S(=O)(=O)(ON1[C@@H]2CC[C@H](N(C1=O)C2)C(NS(=O)(=O)C2=CC=C(C)C=C2)=N)[O-].[Na+] Sodium (2S,5R)-7-oxo-2-(N-tosylcarbamimidoyl)-1,6-diazabicyclo[3.2.1]octan-6-yl sulfate